3-(2-Morpholinylethyl)-6-(4,4,5,5-tetramethyl-1,3,2-dioxaborolane-2-yl)quinazoline-4(3H)-one N1(CCOCC1)CCN1C=NC2=CC=C(C=C2C1=O)B1OC(C(O1)(C)C)(C)C